OC1=CC2=C(C3=C(C(O2)=O)C(=CO3)C=3C(OC2=C(C3O)C(=CC(=C2)O)O)=O)C(=C1)O 7,9-dihydroxy-3-(4,5,7-trihydroxy-2-oxo-2h-benzopyran-3-yl)-4h-furo[3,2-c]benzopyran-4-one